N[C@@H]1C[C@H](N(CC1)C(=O)N1CC2(CCCC2)[C@](CC1)(O)CN1C=NC(=CC1=O)C1=CC=CC=C1)C1=CC=CC=C1 3-(((S)-7-((2S,4S)-4-Amino-2-phenyl-piperidine-1-carbonyl)-10-hydroxy-7-azaspiro[4.5]decan-10-yl)meth-yl)-6-phenyl-pyrimidin-4(3H)-one